CC(CCO)=CCCC 3-methylhept-3-en-1-ol